3-METHYLCYCLOBUTYLCARBOXYLIC ACID CC1CC(C1)C(=O)O